N-methyl-N-(5-((6-(1-methyl-1H-pyrazol-4-yl)pyrazolo[1,5-a]pyrazin-4-yl)oxy)-3-oxabicyclo[3.1.1]heptan-1-yl)but-2-ynamide CN(C(C#CC)=O)C12COCC(C1)(C2)OC=2C=1N(C=C(N2)C=2C=NN(C2)C)N=CC1